FC1=CC=C(CN2C(=NC3=NC=C(C=C32)C=3C(=NOC3C)C)C)C=C1 4-(1-(4-fluorobenzyl)-2-methyl-1H-imidazo[4,5-b]pyridin-6-yl)-3,5-dimethylisoxazole